C(C)OC(=O)N1CC2(CC(C2)N2C[C@H]3C([C@H]3C2)C(=O)N2CCCCC2)CC1 2-[(1r,5s,6r)-6-(piperidin-1-ylcarbonyl)-3-azabicyclo[3.1.0]hex-3-yl]-6-azaspiro[3.4]octane-6-carboxylic acid ethyl ester